2,2,2-trifluoroethyl cis-3-((methylsulfonyl)amino)-2-(((1-phenylpiperidin-4-yl)oxy)methyl)piperidine-1-carboxylate CS(=O)(=O)N[C@@H]1[C@@H](N(CCC1)C(=O)OCC(F)(F)F)COC1CCN(CC1)C1=CC=CC=C1